C(C)OC(CNC1=C(C=CC=C1)C(NC1=CC=C(C=C1)S(=O)(=O)N1CCN(CC1)C1=NC(=CC(=N1)C#N)C)=O)=O.[F-].[Fe+2].[F-] iron fluoride ethyl-2-((2-((4-((4-(4-cyano-6-methylpyrimidin-2-yl)piperazin-1-yl)sulfonyl)phenyl)carbamoyl)phenyl)amino)acetate